FC(C)(O[C@@H]1CNCC1)F (3S)-3-(1,1-difluoroethoxy)pyrrolidine